FC(SC=1C=C(OC2=CC(=C(C=C2C)C(=N)N(C)CC)C)C=CC1)F (4-{3-[(difluoromethyl)thio]phenoxy}-2,5-dimethylphenyl)-N-ethyl-N-methylformamidine